4-(3-(3-(1-(o-tolyl)cyclopropyl)-1,2,4-oxadiazol-5-yl)-5,6-dihydrocyclopenta[c]pyrazol-1(4H)-yl)cyclohexane-1-carboxylic acid C1(=C(C=CC=C1)C1(CC1)C1=NOC(=N1)C=1C2=C(N(N1)C1CCC(CC1)C(=O)O)CCC2)C